N-(6-Amino-5-methyl-3-pyridyl)-2-[2-(1-methylbenzimidazol-4-yl)-1-piperidyl]-2-oxo-acetamide NC1=C(C=C(C=N1)NC(C(=O)N1C(CCCC1)C1=CC=CC=2N(C=NC21)C)=O)C